FC(CN)(F)F 2,2,2-trifluoroethan-1-amine